2-benzyl-N-(cyclohexylmethyl)-1H-benzimidazole-5-carboxamide C(C1=CC=CC=C1)C1=NC2=C(N1)C=CC(=C2)C(=O)NCC2CCCCC2